2-(4-(1H-pyrazol-1-yl)phenyl)-5-methyl-4-((4-(3-(trifluoromethoxy)phenyl)-3,6-dihydropyridin-1(2H)-yl)methyl)oxazole N1(N=CC=C1)C1=CC=C(C=C1)C=1OC(=C(N1)CN1CCC(=CC1)C1=CC(=CC=C1)OC(F)(F)F)C